C(C)(C)(C)C1=NN(C(=C1)NC(C1=CC(=C(C=C1)C)NC1=NC=CC=C1C1=C2N=CN(C2=NC=N1)C1OCCCC1)=O)C1CC1 N-(3-(tert-butyl)-1-cyclopropyl-1H-pyrazol-5-yl)-4-methyl-3-((3-(9-(tetrahydro-2H-pyran-2-yl)-9H-purin-6-yl)pyridin-2-yl)amino)benzamide